C12(CC(C1)C2)C(C(=O)O)NC(C(F)(F)F)=O 2-(1-bicyclo[1.1.1]pentanyl)-2-[(2,2,2-trifluoroacetyl)amino]acetic acid